CC(C(=O)OC1=CC=C(C=C1)C1=CC(=C(C=C1)OC(C(=C)C)=O)C(=C)C)=C [4-[3-isopropenyl-4-(2-methylprop-2-enoyloxy)phenyl]-phenyl] 2-methylprop-2-enoate